(R)-N-((3S,5R,8R,9S,10S,13R,14S,17R)-14-hydroxy-10,13-dimethyl-17-(5-oxo-2,5-dihydrofuran-3-yl)hexadecahydro-1H-cyclopenta[a]phenanthren-3-yl)-2-(hydroxymethyl)piperazine-1-carboxamide O[C@]12[C@@H]3CC[C@@H]4C[C@H](CC[C@@]4([C@H]3CC[C@@]2([C@H](CC1)C=1COC(C1)=O)C)C)NC(=O)N1[C@H](CNCC1)CO